IC(CCC(CCOCOCOCCC(CCC(CCC)I)C=CCCCC)C=CCCCC)CCC (3E)-6-iodo-3-hexenylnonyloxymethyl ether